ClC=1C=C2C=NC(=NC2=CC1[C@H]1[C@@H](CN(CC1)C1COC1)F)NC=1C=NN(C1Cl)CC(F)F |o1:11,12| (3S,4S) or (3R,4R)-6-chloro-N-[5-chloro-1-(2,2-difluoroethyl)-1H-pyrazol-4-yl]-7-[3-fluoro-1-(oxetan-3-yl)piperidin-4-yl]quinazolin-2-amine